tert-butyl N-[(3-chloro-5-nitro-phenyl)methyl]carbamate ClC=1C=C(C=C(C1)[N+](=O)[O-])CNC(OC(C)(C)C)=O